C[C@H]1OCC[C@H](C1)C1(C(C=NC2=CC=CC=C12)N)N 4-[(2R,4R)-2-methyltetrahydro-2H-pyran-4-yl]Quinoline-3,4-diamine